C(C1=CC=CC=C1)C=1N(C(OC1)=O)C(C=CC1=C(C=CC=C1)C(F)(F)F)=O 4-benzyl-3-(3-(2-trifluoromethylphenyl)acryloyl)oxazolin-2-one